FC1=C(C=CC(=C1F)OC)N1C=NC=C1 3-(2,3-difluoro-4-methoxyphenyl)imidazole